C(CCCCCCCCCCCCCCCCC)(=O)OCCCCCCC(C)C isononyl stearat